1,3-dimethyl-5-sulfoisophthalic acid sodium salt [Na+].CC1(C(=O)[O-])CC(C(=O)[O-])(CC(=C1)S(=O)(=O)[O-])C.[Na+].[Na+]